CC1=C(C2=C(OCCO2)C=C1C)N1CCNCC1 6,7-Dimethyl-5-(piperazin-1-yl)-2,3-dihydro-1,4-benzodioxine